FC(C(=O)O)(F)F.N1CC(C1)CN1CCC(CC1)CNC(C1=C(C=C(C=C1)NC=1C=2N(C=CN1)C(=CN2)C=2C(=NN(C2)CC#N)C(F)(F)F)CC)=O N-((1-(azetidin-3-ylmethyl)piperidin-4-yl)methyl)-4-((3-(1-(cyanomethyl)-3-(trifluoromethyl)-1H-pyrazol-4-yl)imidazo[1,2-a]pyrazin-8-yl)amino)-2-ethylbenzamide 2,2,2-trifluoroacetate